C1(CCCCC1)N=C=NC1CCCCC1 dicyclohexylcarbodiimide